carbonyl-biscoumarin C(=O)(C=1C(OC2=CC=CC=C2C1)=O)C=1C(OC2=CC=CC=C2C1)=O